tert-butyl (1S,4S,5S)-5-((triethylsilyl)oxy)-7-azabicyclo[2.2.1]hept-2-ene-7-carboxylate C(C)[Si](O[C@@H]1[C@@H]2C=C[C@H](C1)N2C(=O)OC(C)(C)C)(CC)CC